2-iodo-2-methyl-N-(2-hydroxyethyl)propionylamino-4-methylpentane IC(CNC(CCCCO)=O)(CC(C)C)C